NC=1C(=NC(=C(N1)N)Cl)C(=O)NC(NCCCCC1=CC=C(C=C1)C1=CN=C(S1)CCC(=O)OCCCCN(C[C@@H]([C@H]([C@@H]([C@@H](CO)O)O)O)O)C[C@@H]([C@H]([C@@H]([C@@H](CO)O)O)O)O)=N 4-(bis((2S,3R,4R,5R)-2,3,4,5,6-pentahydroxyhexyl)amino)butyl 3-(5-(4-(4-(3-(3,5-diamino-6-chloropyrazine-2-carbonyl)guanidino)butyl)phenyl)thiazol-2-yl)propanoate